[Si](C)(C)(C(C)(C)C)O[C@H]1CC(C2(CN(C2)C(=O)OCC2=CC=CC=C2)C1)=O benzyl (R)-7-((tert-butyldimethylsilyl) oxy)-5-oxo-2-azaspiro[3.4]octane-2-carboxylate